2,7-dibromospiro[fluorene-9,9'-xanthene] BrC1=CC2=C(C=C1)C1=CC=C(C=C1C21C2=CC=CC=C2OC=2C=CC=CC12)Br